C(OCC)(OC[C@H]1O[C@H]([C@@H]([C@H]([C@@H]1O)O)O)OC1=NN(C(=C1CC1=CC=C(C=C1)OC(C)C)C)C(C)C)=O ethyl (((2R,3S,4S,5R,6S)-3,4,5-trihydroxy-6-((4-(4-isopropoxybenzyl)-1-isopropyl-5-methyl-1H-pyrazol-3-yl)oxy)tetrahydro-2H-pyran-2-yl)methyl) carbonate